N-(3-chloro-5-(methylsulfonamido)phenyl)-1-(5-(3,3-difluoroazetidin-1-yl)pyrimidin-2-yl)-5-methyl-1H-pyrrole-3-carboxamide ClC=1C=C(C=C(C1)NS(=O)(=O)C)NC(=O)C1=CN(C(=C1)C)C1=NC=C(C=N1)N1CC(C1)(F)F